CN1CCC(CC1)NC1=C2C=CN(C2=CC(=C1)C#CCNC1=CC=C(C=C1)S(=O)(=O)N)CC(F)(F)F 4-[3-[4-[(1-methyl-4-piperidyl)amino]-1-(2,2,2-trifluoroethyl)indol-6-yl]prop-2-ynylamino]benzenesulfonamide